4-((4-methylpiperazin-1-yl)sulfonyl)aniline CN1CCN(CC1)S(=O)(=O)C1=CC=C(N)C=C1